The molecule is an organic phosphonate that is phenylphosphonic acid diesterified with tropinium and 4-nitrophenol. It derives from a tropinium and a 4-nitrophenol. C[NH+]1[C@@H]2CC[C@H]1CC(C2)OP(=O)(C3=CC=CC=C3)OC4=CC=C(C=C4)[N+](=O)[O-]